2-((3-((S)-2-(4-chlorophenyl)-2-hydroxyethyl)-1,2,4-oxadiazol-5-yl)methyl)-5-(1-hydroxypropan-2-yl)-4-methylpyridazin-3(2H)-one ClC1=CC=C(C=C1)[C@H](CC1=NOC(=N1)CN1N=CC(=C(C1=O)C)C(CO)C)O